CNC=1C=CC2=C(N=C(O2)C[C@H]2O[C@@]3(CC[C@H]2C)O[C@@H]([C@@H](C[C@H]3C)C)[C@@H](C(C=3NC=CC3)=O)C)C1 5-(methylamino)-2-({(2R,3R,6S,8S,9R,11R)-3,9,11-trimethyl-8-[(1S)-1-methyl-2-oxo-2-(1H-pyrrol-2-yl)ethyl]-1,7-dioxaspiro[5.5]undec-2-yl}methyl)-1,3-benzoxazole